FC=1C(=C2C(=NC(=NN2C1)N[C@H]1[C@@H](CN(CC1)C1COC1)F)OC)C=1C=CC2=C(N(C=N2)CCF)C1 6-fluoro-N-((3R,4R)-3-fluoro-1-(oxetan-3-yl)piperidin-4-yl)-5-(1-(2-fluoroethyl)-1H-benzo[d]imidazol-6-yl)-4-methoxypyrrolo[2,1-f][1,2,4]triazin-2-amine